CC1(NC(C2=NC=C(C=C21)C2=CNC1=C(C=CC=C21)C#N)=O)C 3-(5,5-dimethyl-7-oxo-6,7-dihydro-5H-pyrrolo[3,4-b]pyridin-3-yl)-1H-indole-7-carbonitrile